NCCOCCOCCOCCOC1=C(C=C(NC2=C(C=3N(C(=N2)SC)C=CN3)C(=O)N)C=C1OC)OC 7-[4-[2-[2-[2-(2-aminoethoxy)ethoxy]ethoxy]ethoxy]-3,5-dimethoxy-anilino]-5-methylsulfanyl-imidazo[1,2-c]pyrimidine-8-carboxamide